1-(4-Fluoro-phenyl)-5-(2-oxo-4-phenyl-oxazolidin-3-yl)-pentane-1,5-dione FC1=CC=C(C=C1)C(CCCC(=O)N1C(OCC1C1=CC=CC=C1)=O)=O